(S)-1-(4-((4-((R)-2-acetoxy-3-(1H-imidazol-1-yl) propoxy)phenyl)sulfonyl)-2,6-dichlorophenoxy)-3-chloropropan-2-yl acetate C(C)(=O)O[C@@H](COC1=C(C=C(C=C1Cl)S(=O)(=O)C1=CC=C(C=C1)OC[C@@H](CN1C=NC=C1)OC(C)=O)Cl)CCl